C(CCC)SC(C1=CC(=C(OCC(=O)N2CCN(CC2)S(=O)(=O)C2=C(C=CC=C2)Cl)C=C1)OC)SCCCC 2-(4-(bis(butylsulfanyl)methyl)-2-methoxyphenoxy)-1-(4-((2-chlorophenyl)sulfonyl)piperazin-1-yl)ethan-1-one